2-((R)-1-(1-(3-isopropyl-1,2,4-oxadiazol-5-yl)piperidin-4-yl)ethoxy)-6-(5-chloropyrazin-2-yl)imidazo[2,1-b][1,3,4]thiadiazol C(C)(C)C1=NOC(=N1)N1CCC(CC1)[C@@H](C)OC1=NN2C(S1)=NC(=C2)C2=NC=C(N=C2)Cl